FC=1C(=C2C=CN=CC2=C(C1)C(C#N)O)CNC1CC(C1)OC1=CC(=C(C=C1)F)C(F)(F)F 2-(6-fluoro-5-((((1r,3r)-3-(4-fluoro-3-(trifluoromethyl)phenoxy)cyclobutyl)amino)methyl)isoquinolin-8-yl)-2-hydroxyacetonitrile